2-((6-(2-(4-(1-cyanocyclopropane-1-carbonyl)piperazin-1-yl)pyrimidin-5-yl)-2-ethylimidazo[1,2-a]pyridin-3-yl)(methyl)amino)-4-(4-fluorophenyl)thiazole-5-carbonitrile C(#N)C1(CC1)C(=O)N1CCN(CC1)C1=NC=C(C=N1)C=1C=CC=2N(C1)C(=C(N2)CC)N(C=2SC(=C(N2)C2=CC=C(C=C2)F)C#N)C